FC=1C=CC2=C(N=C(O2)[C@H]2N(CCC3=C2N=CN3)C(=O)C=3C=NN2C3C=CC(=C2)N2CCN(CC2)C)C1 (S)-(4-(5-fluorobenzo[d]oxazol-2-yl)-6,7-dihydro-1H-imidazo[4,5-c]pyridin-5(4H)-yl)(6-(4-methylpiperazin-1-yl)pyrazolo[1,5-a]pyridin-3-yl)methanone